OC[C@@H](C(=O)[O-])C1=CC=CC=C1 (2S)-3-hydroxy-2-phenyl-propanoate